2-(2-Hydroxyethyl)-3-(phenylamino)-3-(trifluoromethyl)-3,4-dihydrobenzo[g]isoquinolin-1(2H)-one OCCN1C(C2=CC3=C(C=C2CC1(C(F)(F)F)NC1=CC=CC=C1)C=CC=C3)=O